C1(=CC=CC=C1)N(C1=CC=CC=C1)N=NNC1=CC=CC=C1 PHENYL-azoaniline